C(C)C=1C=C2CCN(CC2=CC1NC1=NC=C(C(=N1)[Sn](C)(C)C)C(F)(F)F)C(C(F)(F)F)=O 1-(6-ethyl-7-((5-(trifluoromethyl)-4-(trimethylstannyl)pyrimidin-2-yl)amino)-3,4-dihydroisoquinolin-2(1H)-yl)-2,2,2-trifluoroethan-1-one